2-(dimethylamino)-1-((1R,3r,5S)-3-((4-((5-methyl-1H-pyrazol-3-yl)amino)thieno[3,2-d]pyrimidin-2-yl)amino)-8-azabicyclo[3.2.1]octan-8-yl)ethan-1-one CN(CC(=O)N1[C@H]2CC(C[C@@H]1CC2)NC=2N=C(C1=C(N2)C=CS1)NC1=NNC(=C1)C)C